N-(2-hydroxyethyl)acrylamide ethyl-2-[4-bromo-2-[3-[2-[(6-bromo-2-pyridyl)oxymethyl]-5-cyano-3-pyridyl]propoxy]-5-fluoro-phenyl]acetate C(C)OC(CC1=C(C=C(C(=C1)F)Br)OCCCC=1C(=NC=C(C1)C#N)COC1=NC(=CC=C1)Br)=O.OCCNC(C=C)=O